CC(C(=O)O)CC1=CC=C2C(=CC(OC2=C1)=O)C1=C(C=CC=C1)C 2-methyl-3-(2-oxo-4-(o-tolyl)-2H-chromen-7-yl)propanoic acid